COC(=O)C=1CN(CCC1N)C(=O)OCC1=CC=CC=C1 4-amino-5,6-dihydro-2H-pyridine-1,3-dicarboxylic acid 1-benzyl ester 3-methyl ester